C1(=CC=CC=C1)C=C(C=1NC2=C(N1)C=CC=C2)C=2NC1=C(N2)C=CC=C1 1-phenyl-2,2-bis(benzimidazol-2-yl)ethylene